undec-10-ynoic acid C(CCCCCCCCC#C)(=O)O